rac-ethyl 2-(2-((1S*,2S*)-2-carbamoylcyclopropyl)-4-chlorophenoxy)acetate C(N)(=O)[C@@H]1[C@H](C1)C1=C(OCC(=O)OCC)C=CC(=C1)Cl |r|